(3S)-3-(2',6'-dimethylbiphenyl-3-yl)-3-(2-(5-(2-(3-fluoroazetidin-1-yl)ethyl)-2-oxopyridin-1(2H)-yl)-4-methylpentanamido)propanoic acid CC1=C(C(=CC=C1)C)C1=CC(=CC=C1)[C@H](CC(=O)O)NC(C(CC(C)C)N1C(C=CC(=C1)CCN1CC(C1)F)=O)=O